S(=O)(=O)(O)O.NC1=C(C=C(C=C1O)O)C=CC1=CC=C(O)C=C1 Aminoresveratrol sulfate